ClC=1C=C(C=CC1)N(C(C#C)=O)C(C(=O)NCC1COC1)C1=CC=CC=C1 N-(3-Chlorophenyl)-N-(2-((oxetan-3-ylmethyl)amino)-2-oxo-1-phenylethyl)-propiolamide